(S)-2-((2,2-dimethyl-3-oxo-2,3-dihydrobenzofuran-6-yl)amino)-4-((2-hydroxy-1-phenylethyl)amino)pyrimidine-5-carboxylic acid CC1(OC2=C(C1=O)C=CC(=C2)NC2=NC=C(C(=N2)N[C@H](CO)C2=CC=CC=C2)C(=O)O)C